Cl.N[C@H](C(=O)O)CC1=CC=C(C=C1)C1=CSC2=C1N=CN=C2OC(C(F)(F)F)C2=CC=C(C=C2)C2=CC(=CC=C2)OC (2S)-2-amino-3-(4-(4-(2,2,2-trifluoro-1-(3'-methoxy-[1,1'-biphenyl]-4-yl)ethoxy)thieno[3,2-d]pyrimidine-7-yl)phenyl)propionic acid hydrochloride